S(=O)(=O)(O)O.C(CCCCC)[Na] hexyl-sodium sulfate salt